ClC1=C(C=C(C(=C1)OC)F)B(O)O (2-chloro-5-fluoro-4-methoxy-phenyl)boronic acid